tert-butyl methyl((8-(4-(trifluoromethyl)phenyl)imidazo[1,2-a]pyrazin-6-yl)methyl)carbamate CN(C(OC(C)(C)C)=O)CC=1N=C(C=2N(C1)C=CN2)C2=CC=C(C=C2)C(F)(F)F